N1N=CC(=C1)C=1C=CC=2N(C1)N=C(N2)N[C@H]2CN(CC2)C(=O)C2=CC=C(C=C2)NC(C=C)=O (R)-N-(4-(3-((6-(1H-pyrazol-4-yl)-[1,2,4]triazolo[1,5-a]pyridin-2-yl)amino)pyrrolidine-1-carbonyl)phenyl)acrylamide